[Pd].C1(=CC=CC=C1)P(C1=CC=CC=C1)C1=CC=CC=C1.C1(=CC=CC=C1)P(C1=CC=CC=C1)C1=CC=CC=C1 bis(triphenylphosphine) palladium (0)